4-Chlorobutylamine hydrochloride Cl.ClCCCCN